1-(4-(4-fluoro-2,3-dimethylphenyl)piperazin-1-yl)-2-(3-(4-fluoro-4-(hydroxy-methyl)piperidine-1-carbonyl)-4,5,6,7-tetrahydro-1H-indazol-1-yl)ethanone FC1=C(C(=C(C=C1)N1CCN(CC1)C(CN1N=C(C=2CCCCC12)C(=O)N1CCC(CC1)(CO)F)=O)C)C